[Br-].C(C)(C)[Zn+] i-Propylzinc bromide